gamma-glycidoxypropyl ether C(C1CO1)OCCCOCCCOCC1CO1